C(C)OC(C(=O)O)=O.FC1=C(C=CC=C1)S(=O)(=O)NC(C(F)(F)F)C 2-fluoro-N-(1,1,1-trifluoropropan-2-yl)benzenesulfonamide Ethyloxalate